COC1=CC=C(CCN(C=2SC3=NC(=CC=C3N2)OC)CC2=CC=C(C=C2)C#CC(=O)O)C=C1 3-(4-(((4-methoxyphenethyl)(5-methoxythiazolo[5,4-b]pyridin-2-yl)-amino)methyl)phenyl)propiolic acid